1-[(2R)-2-[[4-amino-3-(4-phenoxyphenyl)pyrazolo[4,3-c]pyridin-1-yl]methyl]pyrrolidin-1-yl]prop-2-en-1-one NC1=NC=CC2=C1C(=NN2C[C@@H]2N(CCC2)C(C=C)=O)C2=CC=C(C=C2)OC2=CC=CC=C2